Cl.FC(COC1=NC=C(C=N1)CN1CC2(CC1=O)CCNCC2)(F)F 2-((2-(2,2,2-trifluoroethoxy)pyrimidin-5-yl)methyl)-2,8-diazaspiro[4.5]decan-3-one hydrochloride